CCCCCCC\C=C/CCC cis-8-dodecene